O=C1NC(CCC1NC(C1=CC(=CC=C1)O)=O)=O N-(2,6-dioxo-3-piperidyl)-3-hydroxy-benzamide